FC(C(OC(C(I)(F)F)(F)F)(F)F)(S(=O)(=O)F)F tetrafluoro-2-(tetrafluoro-2-iodoethoxy)ethanesulfonyl fluoride